Ethyl-2-methyl-4-oxobutyrate C(C)OC(C(CC=O)C)=O